Bicyclo[2.2.2]oct-5-en-5,6-diyldimethanol C12CCC(C(=C1CO)CO)CC2